2-(1H-imidazol-4-yl)ethyl N'-methylcarbamimidothioate CN=C(N)SCCC=1N=CNC1